ClC1=NC=C(C(=N1)NC=1C=CC(=C2CCN(C12)S(=O)(=O)C)F)Cl N-(2,5-dichloropyrimidin-4-yl)-4-fluoro-1-(methylsulfonyl)indolin-7-amine